N-(5-cyclopropylpyrazin-2-yl)-2-methylsulfanyl-pyrimidin-4-amine C1(CC1)C=1N=CC(=NC1)NC1=NC(=NC=C1)SC